bis(2-methyl-8-quinolinolate) Aluminum [Al+2].CC1=NC2=C(C=CC=C2C=C1)[O-].CC1=NC2=C(C=CC=C2C=C1)[O-]